5-(benzyloxy)-2-(1-chloroethyl)-1,3-difluorobenzene C(C1=CC=CC=C1)OC=1C=C(C(=C(C1)F)C(C)Cl)F